eicosoxybisphenol A diacrylate C(C=C)(=O)O.C(C=C)(=O)O.C(CCCCCCCCCCCCCCCCCCC)OC1=C(O)C=CC(=C1)C(C)(C)C1=CC=C(C=C1)O